Propyltrimethylmethacrylamid C(CC)C=C(C(=O)N)C(C)(C)C